NC1C2C(C=3C=C(C=CC13)N1C(=NC=3C1=NC(=CC3)N3N=CC=C3)C=3C(=NC=CC3)N)C2 3-(3-(6-amino-1,1a,6,6a-tetrahydrocyclopropa[a]inden-3-yl)-5-(1H-pyrazol-1-yl)-3H-imidazo[4,5-b]pyridin-2-yl)pyridin-2-amine